1-[4-(3-methoxycyclobutyl)pyridin-2-yl]-N-(1-methylindazol-7-yl)-N-{[2-(trimethylsilyl)ethoxy]methyl}pyrazole-4-sulfonamide COC1CC(C1)C1=CC(=NC=C1)N1N=CC(=C1)S(=O)(=O)N(COCC[Si](C)(C)C)C=1C=CC=C2C=NN(C12)C